3-(5-(4-((4-acetylpiperazin-1-yl)methyl)pyridin-2-yl)-1-oxoisoindolin-2-yl)piperidine-2,6-dione C(C)(=O)N1CCN(CC1)CC1=CC(=NC=C1)C=1C=C2CN(C(C2=CC1)=O)C1C(NC(CC1)=O)=O